6-[5-(difluoromethoxy)-3-pyridyl]-N-[2-methyl-5-[[2-[(2S)-2-methylpyrrolidin-1-yl]acetyl]amino]-3-pyridyl]triazolo[1,5-a]pyridine-3-carboxamide FC(OC=1C=C(C=NC1)C=1C=CC=2N(C1)N=NC2C(=O)NC=2C(=NC=C(C2)NC(CN2[C@H](CCC2)C)=O)C)F